1-(3-(3,4-dichloro-phenyl)-1H-pyrazolo[3,4-b]-pyrazin-6-yl)-4-methylpiperidin-4-amine ClC=1C=C(C=CC1Cl)C1=NNC2=NC(=CN=C21)N2CCC(CC2)(N)C